(3-chloro-2,4-dimethyl-5,7-dihydropyrrolo[3,4-b]pyridin-6-yl)-[(3R)-1-(6-methyl-3-pyridinyl)pyrrolidin-3-yl]methanone ClC=1C(=C2C(=NC1C)CN(C2)C(=O)[C@H]2CN(CC2)C=2C=NC(=CC2)C)C